C(C)(C)(C)C1N(CCC(C1)(C#N)NC1=CC(=C(C=C1)Cl)F)C(=O)O[C@@H](C(S(=O)(=O)C1=CC=CC=C1)(F)F)[C@@H](CCCC)N(CC1=CC=CC=C1)CC1=CC=CC=C1 (2R,3R)-3-(dibenzylamino)-1,1-difluoro-1-(benzenesulfonyl)heptan-2-ol tert-butyl-4-((4-chloro-3-fluorophenyl)amino)-4-cyanopiperidine-1-carboxylate